N1C=C(C2=CC=CC=C12)CC=1C=C(C(=O)O)C=C(N1)C(NC)=O 2-((1H-indol-3-yl)methyl)-6-(methylcarbamoyl)isonicotinic acid